ClC(CCCCCC[C@H]1CCC[C@@H]1CCCCCCCC)O.[Na] sodium chloroprostanol